C(C)(C)(C)C1=CC(=C(C=C1)O)O 4-tert-butyl-1,2-dihydroxybenzene